Hexenyl Butyrate CCCC/C=C/OC(=O)CCC